2-(1-ethyl-7-oxo-3-((4-(trifluoromethyl)phenyl)amino)-1,7-dihydro-6H-pyrazolo[4,3-d]pyrimidin-6-yl)-N-((1r,4r)-4-(2-hydroxy-2-methylpropoxy)cyclohexyl)acetamide C(C)N1N=C(C=2N=CN(C(C21)=O)CC(=O)NC2CCC(CC2)OCC(C)(C)O)NC2=CC=C(C=C2)C(F)(F)F